((N-2-aminoethyl)-3-aminopropyl)(trimethoxysilane) NCCNCCC[Si](OC)(OC)OC